N-(4-([1,2,4]triazolo[4,3-c]pyrimidin-7-yloxy)-3-chlorophenyl)quinazoline-4,6-diamine N=1N=CN2C=NC(=CC21)OC2=C(C=C(C=C2)NC2=NC=NC1=CC=C(C=C21)N)Cl